OC1=NOC(=C1)C(C(=O)OC)C(C)C methyl 2-(3-hydroxyisoxazol-5-yl)-3-methylbutanoate